7-hydroxy-2-oxo-N-(4-(1,2,2-triphenylvinyl)phenyl)-2H-chromene-3-carboxamide OC1=CC=C2C=C(C(OC2=C1)=O)C(=O)NC1=CC=C(C=C1)C(=C(C1=CC=CC=C1)C1=CC=CC=C1)C1=CC=CC=C1